COC=1C=C(C=C(C1CC=C)OC)CCN 2-(3,5-dimethoxy-4-prop-2-enylphenyl)ethylamine